C(C)(C)(C)OC(=O)N1C[C@@H](CCC1)NC=1N=NC(=C(N1)C)Br (R)-3-((6-bromo-5-methyl-1,2,4-triazin-3-yl)amino)piperidine-1-carboxylic acid tert-butyl ester